E-5-bromo-7-(bromomethyl)-2-methyl-oxazolo[4,5-b]pyridine BrC1=CC(=C2C(=N1)N=C(O2)C)CBr